N-[(5-fluoro-6-{[(1,3-thiazol-4-yl)methyl]amino}-2-indolyl)methyl]1-methylcyclopropanecarboxamide FC=1C=C2C=C(NC2=CC1NCC=1N=CSC1)CNC(=O)C1(CC1)C